5-methoxy-7-methyl-1-tosyl-1H-indole-4-carbaldehyde COC1=C(C=2C=CN(C2C(=C1)C)S(=O)(=O)C1=CC=C(C)C=C1)C=O